ClC=1C=C(C=CC1Cl)C=1N(C(=C(C(C1C(=O)O)=O)C1=C(C=CC(=C1)C(=O)OC(C#CC)C)F)C)CC 2-(3,4-dichlorophenyl)-1-ethyl-5-[2-fluoro-5-(1-methylbut-2-ynyloxycarbonyl)phenyl]-6-methyl-4-oxo-pyridine-3-carboxylic acid